4-{2-Azatricyclo[10.4.0.04,9]hexadeca-1(16),4(9),5,7,12,14-hexaen-10-yn-2-yl}-4-oxobutanoic acid C=12N(CC=3C=CC=CC3C#CC2=CC=CC1)C(CCC(=O)O)=O